C(C)(C)(C)OC(=O)NCCCCC1=C(C=CC(=C1)F)NC1=C(C(=O)O)C=CC(=C1)C(F)(F)F 2-((2-(4-((tert-Butoxycarbonyl)amino)butyl)-4-fluorophenyl)amino)-4-(trifluoromethyl)benzoic acid